(E)-4-(benzyloxy)-3-(2-nitrovinyl)-1H-indole C(C1=CC=CC=C1)OC1=C2C(=CNC2=CC=C1)\C=C\[N+](=O)[O-]